(S)-5-acetyl-N-(2,4-dihydroxybutyl)-2-((2-fluoro-4-iodophenyl)amino)-4-methylthiophene-3-carboxamide C(C)(=O)C1=C(C(=C(S1)NC1=C(C=C(C=C1)I)F)C(=O)NC[C@H](CCO)O)C